1-chloro-5,5-dimethyl-2-oxa-5-silahexane ClCOCC[Si](C)(C)C